C(#C)C=1SC=C(N1)C(=O)NCCC1=CC(=CC=C1)C1=C2CC(N(C2=CC=C1)C)=O 2-ethynyl-N-(3-(1-methyl-2-oxoindol-4-yl)phenethyl)thiazole-4-carboxamide